C(C)(C)(C)OC(=O)NCC1=CC(=C(C=C1)NC(=O)C1=CC2=C(OCCC3=C2SC=C3)C=C1C=1C(=NC(=CC1)C(NCCCC)=O)C(=O)OC)C methyl 3-(9-((4-(((tert-butoxycarbonyl)amino)methyl)-2-methylphenyl)carbamoyl)-4,5-dihydrobenzo[b]thieno[2,3-d]oxepin-8-yl)-6-(butylcarbamoyl)picolinate